tert-butyl rac-(2S,5S)-5-(3-bromo-5-chloro-phenyl)-2-methyl-piperazine-1-carboxylate BrC=1C=C(C=C(C1)Cl)[C@@H]1NC[C@@H](N(C1)C(=O)OC(C)(C)C)C |r|